C(C)OC(C)=O.Cl hydrochloric acid ethyl-acetate